FC1=C2C3(C(N(C(C2=CC=C1C(F)(F)F)=O)CC(=O)NC1=NC=C(C=N1)F)=O)CC3 2-[5'-Fluoro-1',3'-dioxo-6'-(trifluoromethyl)spiro[cyclopropan-1,4'-isoquinolin]-2'-yl]-N-(5-fluoropyrimidin-2-yl)acetamide